((R)-1-(4-{7-Cyclopropyl-5-[(1R)-1-methyl-1,2,3,4-tetrahydroisoquinoline-2-carbonyl]pyrazolo[1,5-a]pyrimidin-2-yl}-3-fluorophenyl)pyrrolidin-3-yl)-2-methylpropanamide C1(CC1)C1=CC(=NC=2N1N=C(C2)C2=C(C=C(C=C2)N2C[C@H](CC2)C(C(=O)N)(C)C)F)C(=O)N2[C@@H](C1=CC=CC=C1CC2)C